tetrahydrofuran Tin [Sn].O1CCCC1